C(CCCCC)[C@@H]1C(O[C@H](C[C@@H]1O)CCCCCCCCCCC)=O (3S,4S,6S)-3-hexyl-4-hydroxy-6-undecyltetrahydro-2H-pyran-2-one